2-(5-cyclopropylthiazol-2-yl)ethanone C1(CC1)C1=CN=C(S1)CC=O